10-ethylphenothiazine 5,5-dioxide C(C)N1C2=CC=CC=C2S(C=2C=CC=CC12)(=O)=O